2-(4-(6-((4-Chloro-2-Fluorobenzyl)Oxy)-5-Fluoropyridin-2-yl)Cyclohex-3-en-1-yl)Ethan-1-ol ClC1=CC(=C(COC2=C(C=CC(=N2)C2=CCC(CC2)CCO)F)C=C1)F